rac-5-[4-amino-2-(N-(2-amino-1-methyl-2-oxoethyl)-3,4-difluoro-anilino)thiazole-5-carbonyl]-N-cyclopentyl-isoxazole-3-carboxamide NC=1N=C(SC1C(=O)C1=CC(=NO1)C(=O)NC1CCCC1)N(C1=CC(=C(C=C1)F)F)[C@@H](C(=O)N)C |r|